2-(4-(2,4-dimethoxybenzyl)-2-(2-isopropylphenyl)piperazin-yl)-7-azaspiro[3.5]nonane COC1=C(CN2CC(N(CC2)C2CC3(C2)CCNCC3)C3=C(C=CC=C3)C(C)C)C=CC(=C1)OC